Fluoromethyl tetrafluoroheptyl-methyl ether FC(CCCCCC(F)(F)F)COCF